[5-(3-{(1R)-1-[(6,7-dimethoxy-2-methylquinazolin-4-yl)amino]ethyl}phenyl)thiophen-2-yl]methanol COC=1C=C2C(=NC(=NC2=CC1OC)C)N[C@H](C)C=1C=C(C=CC1)C1=CC=C(S1)CO